BrC=1C=C(C=CC1)C=1C=NN(C1)C=1N=C(C2=C(N1)C=C(O2)C(=O)NC2CCOCC2)N2CCOCC2 2-(4-(3-bromophenyl)-1H-pyrazol-1-yl)-4-morpholino-N-(tetrahydro-2H-pyran-4-yl)furo[3,2-d]pyrimidine-6-carboxamide